FC1(CN(CC[C@H]1NC1=NN2C(C(=N1)OC)=C(C(=C2)F)C=2C=C(C1=C(N(C=N1)CCF)C2)F)C(C)=O)F (R)-1-(3,3-difluoro-4-((6-fluoro-5-(4-fluoro-1-(2-fluoroethyl)-1H-benzo[d]imidazol-6-yl)-4-methoxypyrrolo[2,1-f][1,2,4]triazin-2-yl)amino)piperidin-1-yl)ethan-1-one